5-(tert-butyl)-N-(2-methyl-4-(6-(1-methyl-1H-pyrazol-4-yl)pyrazolo[1,5-a]pyrazin-4-yl)benzyl)-1,3,4-oxadiazole-2-carboxamide C(C)(C)(C)C1=NN=C(O1)C(=O)NCC1=C(C=C(C=C1)C=1C=2N(C=C(N1)C=1C=NN(C1)C)N=CC2)C